C1(=CC(=CC=C1)C[C@]1(C[C@H](CC1)NS(=O)(=O)C)C(=O)NCCO)C1=CC=CC=C1 |o1:7,9| (1R*,3S*)-1-([1,1'-biphenyl]-3-ylmethyl)-N-(2-hydroxyethyl)-3-(methylsulfonamido)cyclopentane-1-carboxamide